IC=1C(=NC=CC1)N 3-iodopyridin-2-amine